1,6-dioxacyclododecane O1CCCCOCCCCCC1